perfluoro-decan-1-ol FC(C(C(C(C(C(C(C(C(C(F)(F)F)(F)F)(F)F)(F)F)(F)F)(F)F)(F)F)(F)F)(F)F)(O)F